2-amino-2-cyclohexyl acetate C(C)(=O)OC1(CCCCC1)N